glycyl-(glycyl)cysteine NCC(=O)N([C@@H](CS)C(=O)O)C(CN)=O